BrC=1C=CC=2C=3C=C4C(=CC3CC2C1)C=CC=C4 2-bromo-11H-benzo[b]fluorene